FC=1C=C(C(=NC1)OC)C#CCCN1C(C2=CC=CC=C2C1=O)=O 2-(4-(5-fluoro-2-methoxypyridin-3-yl)-3-butyn-1-yl)isoindole-1,3-dione